C(C(C)C)(C1=C(C(=CC(=C1)C)C)O)C1=C(C(=CC(=C1)C)C)O 2,2'-isobutylidene-bis[4,6-dimethyl-phenol]